COC1=NC=CC(=C1N1CCC(CC1)N1C(N(C=2C(C1)=NN(N2)C)CC2=C(C=CC=C2)C(F)(F)F)=O)C 6-(2'-methoxy-4'-methyl-3,4,5,6-tetrahydro-2H-[1,3']bipyridinyl-4-yl)-2-methyl-4-(2-trifluoromethyl-benzyl)-2,4,6,7-tetrahydro-[1,2,3]triazolo[4,5-d]pyrimidin-5-one